NC=1C=CC(=C2CN(C(C12)=O)CC(C#N)=C)C1=CC=C2C=NN(C2=C1)C1CC1 2-{[7-amino-4-(1-cyclopropyl-1H-indazol-6-yl)-1-oxo-2,3-dihydro-1H-isoindol-2-yl]methyl}prop-2-enenitrile